C(C)(=O)OC[C@H]1O[C@H]([C@H]([C@@H]([C@H]1OC(C)=O)OC(C)=O)NC(C)=O)OC1=CC=C(C=C1)C(\C=C\C1=CC=CC=C1)=O [(2R,3R,4S,5S,6S)-5-Acetamido-3,4-diacetyloxy-6-[4-[(E)-3-phenylprop-2-enoyl]phenoxy]oxan-2-yl]methyl acetate